C(C)OC1=C(C=CC(=N1)[C@H](CS(=O)(=O)C)N1CC2=CC=CC(=C2C1=O)NC(C)=O)OC (R)-N-(2-(1-(6-ethoxy-5-methoxypyridin-2-yl)-2-(methylsulfonyl)ethyl)-3-oxoisoindolin-4-yl)acetamide